NC1=NC(=CC(=N1)C=1N=NN(C1)CC1=CC=CC(=N1)C1(CC(C1)C(=O)O)O)C1=CC(=CC=C1)C#N 3-[6-({4-[2-amino-6-(m-cyanophenyl)-4-pyrimidinyl]-1H-1,2,3-triazol-1-yl}methyl)-2-pyridinyl]-3-hydroxycyclobutanecarboxylic acid